OC1=C(C=CC(=C1)CC1(COC2=CC(=CC=C2C1O)O)O)[O-] 2-hydroxy-4-[(3,4,7-trihydroxy-2,4-dihydro-3H-chromen-3-yl)methyl]phenolate